N-(3-methoxypropionyl)acrylamide COCCC(=O)NC(C=C)=O